N-((3S,4S)-4-(3-chlorophenyl)-1-(imidazo[1,5-a]pyridine-8-carbonyl)piperidin-3-yl)-N-methyl-1H-imidazole-2-carboxamide ClC=1C=C(C=CC1)[C@H]1[C@@H](CN(CC1)C(=O)C=1C=2N(C=CC1)C=NC2)N(C(=O)C=2NC=CN2)C